FC(OC=1C=NC=C(C1)B1OC(C(O1)(C)C)(C)C)F 3-(difluoromethoxy)-5-(tetramethyl-1,3,2-dioxaborolan-2-yl)pyridine